(1-deuteriocyclopropyl)boronic acid [2H]C1(CC1)B(O)O